N1(CCCCC1)C1=NN=C(O1)C(=O)OCC ethyl 5-(piperidin-1-yl)-1,3,4-oxadiazol-2-carboxylate